N-(2-chloro-4-fluoro-3-((5-methyl-3-(methyl-d3)-4-oxo-3,4-dihydroquinazolin-6-yl)amino)phenyl)-propane-1-sulfonamide ClC1=C(C=CC(=C1NC=1C(=C2C(N(C=NC2=CC1)C([2H])([2H])[2H])=O)C)F)NS(=O)(=O)CCC